C(C1=CC=CC=C1)(=O)N1C(N(C=C(C1=O)F)[C@@H]1O[C@]([C@H](C1)O[Si](C)(C)C(C)(C)C)(C=C)CO[Si](C)(C)C(C)(C)C)=O 3-benzoyl-1-[(2R,4S,5R)-4-[(tert-butyldimethylsilyl)oxy]-5-{[(tert-butyldimethylsilyl)oxy]methyl}-5-ethenyloxolan-2-yl]-5-fluoropyrimidine-2,4-dione